tert-butyl (1R,5S,6r)-6-[cyclopropyl(hydroxy)methyl]-3-azabicyclo[3.1.0]hexane-3-carboxylate C1(CC1)C(C1[C@H]2CN(C[C@@H]12)C(=O)OC(C)(C)C)O